4-[(6S)-2,2-difluoro-7-[(5-methoxy-7-methyl-1H-indol-4-yl)methyl]-7-azaspiro[3.5]nonan-6-yl]-3-(oxetan-3-ylamino)benzoic acid FC1(CC2(C1)C[C@H](N(CC2)CC2=C1C=CNC1=C(C=C2OC)C)C2=C(C=C(C(=O)O)C=C2)NC2COC2)F